allyl 5-(3-(4-hydroxyphenyl)-6-imino-4-methylpyridazin-1(6H)-yl)pentanoate OC1=CC=C(C=C1)C1=NN(C(C=C1C)=N)CCCCC(=O)OCC=C